2-Chloro-6-(cyclopropylmethoxy)-N-(furan-2-ylmethyl)-7-methoxyquinazolin-4-amine ClC1=NC2=CC(=C(C=C2C(=N1)NCC=1OC=CC1)OCC1CC1)OC